CC=1C=CC(=NC1)CN1N=C2C3=C(CC4(C2=C1)CC4)OC(=C3C(F)(F)F)C(=O)OCC ethyl 2'-[(5-methylpyridin-2-yl) methyl]-8'-(trifluoromethyl)-2',5'-dihydrospiro[cyclopropane-1,4'-furo[2,3-g]indazole]-7'-carboxylate